5-hydroxy-2,6-dimethyl-4-(2,4,6-trimethylbenzo[b]thiophen-3-yl)-3(2H)-pyridazinone OC1=C(C(N(N=C1C)C)=O)C=1C2=C(SC1C)C=C(C=C2C)C